(S)-2'-((2-((tetrahydrofuran-3-yl)amino)pyridin-4-yl)amino)spiro[cyclohexane-1,4'-thieno[2,3-c]pyrrol]-6'(5'H)-one O1C[C@H](CC1)NC1=NC=CC(=C1)NC1=CC2=C(C(NC23CCCCC3)=O)S1